CC=1N=C(NC1C1=CC=CC=C1)C1N(CCCC1)C(C(C)SC)=O 1-(2-(4-methyl-5-phenyl-1H-imidazol-2-yl)piperidin-1-yl)-2-(methylsulfanyl)propan-1-one